7-nitro-2,3,4,5-tetrahydrobenzo[b][1,4]thiazepine [N+](=O)([O-])C1=CC2=C(SCCCN2)C=C1